FC(C1=CC=C(C=C1)C1=CC(=CC=2CNS(OC21)(=O)=O)C)(F)F 8-(4-trifluoromethylphenyl)-6-methyl-3,4-dihydrobenzo[e][1,2,3]oxathiazine 2,2-dioxide